(3,4-dimethoxyphenyl)boric acid COC=1C=C(C=CC1OC)OB(O)O